N=1NN=NC1CCC1(CC2CCNCC2CC1)F 6-(2-(2H-TETRAZOL-5-YL)ETHYL)-6-FLUORoDECAHYDROISOCHINOLIN